COC(=O)C1(O)C[C@H](O)[C@@H](NC(C)=O)[C@@H](O1)[C@H](O)[C@H](O)C(O)C(CCCC[C@@H]1SC[C@@H]2NC(=O)N[C@H]12)=O 9-biotinyl-N-acetylneuraminic acid methyl ester